N1C=CC2=C1C=CC=N2 pyridopyrrole